C(C)N1N=CC=C1C 1-ethyl-5-methylpyrazol